COC(C(=O)O)C1=CC(=CC=C1)N1CC(C1)OC 2-methoxy-2-[3-(3-methoxyazetidin-1-yl)phenyl]acetic acid